ClC1=NC(=CC(=N1)C(=O)NC1=CC(=NC=C1)C(F)(F)F)OC 2-chloro-6-methoxy-N-[2-(trifluoromethyl)pyridin-4-yl]pyrimidine-4-carboxamide